(l)-2-methyl-N-[(1S)-spiro[1,3-dihydroindene-2,4'-piperidine]-1-yl]propane-2-sulfinamide CC(C)(C)S(=O)N[C@@H]1C2=CC=CC=C2CC12CCNCC2